(S)-4-amino-2-pentanone N[C@H](CC(C)=O)C